ClC1N(C(N(C1Cl)C1=C(C=CC=C1C(C)C)C(C)C)=N)C1=C(C=CC=C1C(C)C)C(C)C 4,5-dichloro-1,3-bis(2,6-diisopropylphenyl)imidazoline-2-imine